NC=1C=C(C=C(C1)C(F)(F)F)C(C)NC1=NC(=NC2=CC(=C(C=C12)Br)F)C N-(1-(3-amino-5-(trifluoromethyl)phenyl)ethyl)-6-bromo-7-fluoro-2-methyl-quinazolin-4-amine